[Si](C)(C)(C(C)(C)C)OC1CCC(CC1)N1N=CC(=C1)C1=CC=2N(N=C1C)C(=CN2)I 7-(1-((1R,4R)-4-((tert-butyldimethylsilyl)oxy)cyclohexyl)-1H-pyrazol-4-yl)-3-iodo-6-methylimidazo[1,2-b]pyridazine